C(CCC)N1C=[N+](C=C1)CC 1-(1-butyl)-3-ethylimidazolium